ClC1=C(C(=CC=C1)Cl)N1N=C(C(=C1)NC=1C=NC(=CC1)N1N=C(N=C1COC)C(F)(F)F)C(=O)N 1-(2,6-dichlorophenyl)-4-((6-(5-(methoxymethyl)-3-(trifluoromethyl)-1H-1,2,4-triazol-1-yl)pyridin-3-yl)amino)-1H-pyrazole-3-carboxamide